CCCCC/C=C\\C/C=C\\C=C\\[C@H](C/C=C\\CCCC(=O)[O-])OO The molecule is a HPETE anion obtained by deprotonation of the carboxy group of (8S)-HPETE. It is a HPETE anion and an 8-HPETE(1-). It is a conjugate base of an 8(S)-HPETE. It is an enantiomer of an 8(R)-HPETE(1-).